IC1=C(C=CC=C1C)C 2-iodo-1,3-xylene